O[C@@]\1(C2C(C(C/C1=N/[C@H](C(=O)OC(C)(C)C)C[Si](C)(C)C)C2)(C)C)C tert-butyl (2R)-2-[(Z)-[(2R)-2-hydroxy-2,6,6-trimethyl-norpinan-3-ylidene]amino]-3-trimethylsilyl-propanoate